ClC1=NC=C2C(=N1)N(N=C2)C2CCC(CC2)(C(=O)OC)C methyl 4-(6-chloropyrazolo[3,4-d]pyrimidin-1-yl)-1-methyl-cyclohexanecarboxylate